1-((4-hydroxypiperidin-4-yl)methyl)-N-isopropyl-N-methyl-6-oxo-4-phenyl-1,6-dihydropyridine-3-carboxamide OC1(CCNCC1)CN1C=C(C(=CC1=O)C1=CC=CC=C1)C(=O)N(C)C(C)C